N,N-dibutyl-3-butoxypropanamide C(CCC)N(C(CCOCCCC)=O)CCCC